[Ru](Cl)Cl.C1(=CC=CC=C1)C([P](C1CCCCC1)(C1CCCCC1)C1CCCCC1)[P](C1CCCCC1)(C1CCCCC1)C1CCCCC1 phenylmethylenebis(tricyclohexylphosphorus) ruthenium dichloride